1-(o-bromophenyl)-2-methyl-1-propanone BrC1=C(C=CC=C1)C(C(C)C)=O